C(C)(C)(C)OC(=O)N1CCN(CC1)CCOC=1C=C2C(N(C(C2=CC1)=O)C1C(NC(CC1)=O)=O)=O 4-(2-[[2-(2,6-dioxopiperidin-3-yl)-1,3-dioxoisoindol-5-yl]oxy]ethyl)piperazine-1-carboxylic acid tert-butyl ester